NC1=NC=NN2C1=C(C=C2C=2C(=C(C(=O)N[C@@H]1CN(C[C@@H]1F)C(=O)C1CC(C1)F)C(=CC2)C)F)C(F)(F)F 3-[4-amino-5-(trifluoromethyl)pyrrolo[2,1-f][1,2,4]triazin-7-yl]-2-fluoro-N-[(3R,4S)-4-fluoro-1-(3-fluorocyclobutanecarbonyl)pyrrolidin-3-yl]-6-methylbenzamide